NC1C2=CC=CC=C2CC12CCN(CC2)C=2C(=NC(=CN2)SC2=C(C(=NC=C2)N)Cl)C(=O)N 3-(1-amino-1,3-dihydrospiro[indene-2,4'-piperidin]-1'-yl)-6-((2-amino-3-chloropyridin-4-yl)thio)pyrazine-2-carboxamide